C[Si](C)(C)C1(OC1)CCC trimethylsilyl-propyl-oxirane